sodium dicyanamide [N-](C#N)C#N.[Na+]